Tert-butyl ((S)-1-(4,4-difluorocyclohexyl)-2-oxo-2-((4-(((S)-2-oxo-4-(trifluoromethyl)imidazolidin-1-yl)methyl)pyridin-2-yl)amino)ethyl)carbamate FC1(CCC(CC1)[C@@H](C(NC1=NC=CC(=C1)CN1C(N[C@@H](C1)C(F)(F)F)=O)=O)NC(OC(C)(C)C)=O)F